C(C=1C(O)=CC=CC1)=N Salicylaldehyde imine